NC[C@@H](OC(CCC(=O)C=1SC2=C(C1)C(=C(C(=C2)OC)OCC(COC=2C(=CC1=C(C=C(S1)C(CCC(=O)OCC)=O)C2F)OC)=C)F)=O)C ethyl 4-[5-[2-[[2-[4-[(1S)-2-amino-1-methyl-ethoxy]-4-oxo-butanoyl]-4-fluoro-6-methoxy-benzothiophen-5-yl]oxymethyl]allyloxy]-4-fluoro-6-methoxy-benzothiophen-2-yl]-4-oxo-butanoate